FC1=C(C=C(C(=C1)F)F)C1=CC=C(C=C1)C1=CC=C(C=C1)CCCCC 2,4,5-trifluoro-4''-n-pentyl-1,1':4',1''-terphenyl